FC1=C2C=CC3(C2=CC=C1)CC(CCC3)=O 4'-fluorospiro[cyclohexane-1,1'-inden]-3-one